6-((5-fluoropyridin-2-yl)amino)-4-((2-(hydroxymethyl)-4H-benzo[b][1,2,4]triazolo[1,5-d][1,4]oxazin-6-yl)amino)-N-methylpyridazine-3-carboxamide FC=1C=CC(=NC1)NC1=CC(=C(N=N1)C(=O)NC)NC1=CC=CC2=C1OCC=1N2N=C(N1)CO